Cl.N(N)CCCO 3-hydrazinylpropan-1-ol hydrogen chloride